1,4-dioxane-2,3-dione O1C(C(OCC1)=O)=O